tert-butyl 2-(4-(trifluoromethyl)benzoyl)hydrazine-1-carboxylate FC(C1=CC=C(C(=O)NNC(=O)OC(C)(C)C)C=C1)(F)F